C(C)(C)(C)OC(=O)N1[C@H](CC1)C(N)=O (R)-tert-butyl-2-carbamoylazetidine-1-carboxylate